C(C1=CC=CC=C1)SC=1C=C(C=2N(C1)C(=NC2)C=2SC(=NN2)C(F)F)O 6-(benzylthio)-3-(5-(difluoromethyl)-1,3,4-thiadiazol-2-yl)imidazo[1,5-a]pyridin-8-ol